C([O-])([O-])=O.[K+].BrC=1C(=C(OCCCN2CCC(CC2)NC(C)=O)C=CC1)Cl.[K+] N-(1-(3-(3-Bromo-2-chlorophenoxy)propyl)piperidin-4-yl)acetamide Potassium carbonate